NC1=NC=C(C2=C1N=C(N=C2)C=2C=C(C=CC2)C#C[C@]2(C(N(CC2)C)=O)O)C2=CC=CC=C2 (R)-3-((3-(8-Amino-5-phenylpyrido[3,4-d]pyrimidin-2-yl)phenyl)ethynyl)-3-hydroxy-1-methylpyrrolidin-2-one